5-(4-methoxyphenyl)-7-(pyrrolidin-1-yl)pyrazolo[1,5-a]pyrimidine COC1=CC=C(C=C1)C1=NC=2N(C(=C1)N1CCCC1)N=CC2